1-(2,4-dimethylthiazol-5-yl)-2,5-dimethyl-1H-pyrrole-3-carbaldehyde CC=1SC(=C(N1)C)N1C(=C(C=C1C)C=O)C